OC=1C2=C(N(C(C1C(=O)NC1=NC=C(C=N1)C(F)(F)F)=O)C)CCC2C 4-Hydroxy-1,5-dimethyl-2-oxo-N-[5-(trifluoromethyl)pyrimidin-2-yl]-6,7-dihydro-5H-cyclopenta[b]pyridine-3-carboxamide